C(OCC\C=C\C1=CC(=C(C=C1)OC)C(N[C@@H]1[C@@H]2CC[C@H]([C@@H]1C(NC1=CC(=C(C=C1)F)C(F)(F)F)=O)C2=C(C)C)=O)(OC)=O (E)-4-(3-(((1R,2R,3S,4R)-3-((4-fluoro-3-(trifluoromethyl)phenyl)carbamoyl)-7-(propan-2-ylidene)bicyclo[2.2.1]heptan-2-yl)carbamoyl)-4-methoxyphenyl)but-3-en-1-yl methyl carbonate